(1S)-2-[[(1S)-1-cyano-2-[(3S)-2-oxo-3-piperidyl]ethyl]amino]-1-(cyclopropylmethyl)-2-oxo-ethyl-1H-benzimidazole-2-carboxamide C(#N)[C@H](C[C@H]1C(NCCC1)=O)NC([C@H](CC1CC1)N1C(=NC2=C1C=CC=C2)C(=O)N)=O